tert-butyl 6-((2-(6-(1-methyl-1H-pyrazol-4-yl)-2-oxo-3-(phenethylamino) pyrazin-1(2H)-yl) acetylamino) methyl)-3,4-dihydroisoquinoline-2(1H)-carboxylate CN1N=CC(=C1)C1=CN=C(C(N1CC(=O)NCC=1C=C2CCN(CC2=CC1)C(=O)OC(C)(C)C)=O)NCCC1=CC=CC=C1